2-chloro-5-fluoro-4-iodopyridine ClC1=NC=C(C(=C1)I)F